ClC1=C(C(=C(C#N)C(=C1)OC1CC1)C1=C(C=NN1C)C1=CC2=C(C(NN=C2CO)=O)S1)F 4-Chloro-6-cyclopropyloxy-3-fluoro-2-(4-(4-(hydroxymethyl)-7-oxo-6,7-dihydrothieno[2,3-d]pyridazin-2-yl)-1-methyl-1H-pyrazol-5-yl)benzonitrile